4-(5-Chloro-2-(4-(trifluoromethyl)-1H-1,2,3-triazol-1-yl)phenyl)-3-fluoropyridin ClC=1C=CC(=C(C1)C1=C(C=NC=C1)F)N1N=NC(=C1)C(F)(F)F